ClC1=CC(=C(C=C1)C1=NC(=NC2=NC(=C(N=C12)C)C)N1C[C@@H](OCC1)C1=NOC(=C1)C)F (2R)-4-[4-(4-chloro-2-fluoro-phenyl)-6,7-dimethyl-pteridin-2-yl]-2-(5-methylisoxazol-3-yl)morpholine